ClC1=CC(=CC(=N1)N1C(C2=CC(=CC=C2C1)C1=C(C=CC=C1)C1=NN=CN1C)=O)CNCCC(F)(F)F 2-(6-Chloro-4-(((3,3,3-trifluoropropyl)amino)methyl)pyridin-2-yl)-6-(2-(4-methyl-4H-1,2,4-triazol-3-yl)phenyl)isoindolin-1-one